ClC=1C=CC(=C(C#N)C1)B1OC(C(O1)(C)C)(C)C 5-chloro-2-(4,4,5,5-tetramethyl-1,3,2-dioxaborolan-2-yl)benzonitrile